6-(1-tert-butoxycarbonyl-5,5-difluoro-3-piperidyl)-4-chloro-7-fluoro-1-(2-trimethylsilylethoxymethyl)indole-2-carboxylic acid C(C)(C)(C)OC(=O)N1CC(CC(C1)(F)F)C1=CC(=C2C=C(N(C2=C1F)COCC[Si](C)(C)C)C(=O)O)Cl